FC(CN(C(F)(F)F)C(F)(F)F)(C(C(F)(F)F)(F)F)F 2,2,3,3,4,4,4-heptafluoro-N,N-bis(trifluoromethyl)butan-1-amine